NC(CCN[C@@H](C)C(=O)O)=O (3-Amino-3-oxopropyl)-L-alanine